6-cyclopropyl-6,7,8,9-tetrahydro-5H-pyrido[2,3-c]Azepin-2-ol hydrochloride Cl.C1(CC1)C1CC2=C(CNC1)N=C(C=C2)O